CN1C=NC(=C1)S(=O)(=O)N1CCC2(CC(CO2)N2CCCC2)CC1 8-((1-methyl-1H-imidazol-4-yl)sulfonyl)-3-(pyrrolidin-1-yl)-1-oxa-8-azaspiro[4.5]decane